O1CCN(CC1)C1=C2C(=NC(=C1)N1N=C(C=C1)C=1C=C(C=CC1)C)C=C(S2)C(=O)NC2CCOCC2 7-Morpholino-N-(tetrahydro-2H-pyran-4-yl)-5-(3-(m-tolyl)-1H-pyrazol-1-yl)thieno[3,2-b]pyridine-2-carboxamide